(3R,4R)-4-((6-(4-hydroxybenzo[b]thiophen-5-yl)-5-methyl-1,2,4-triazin-3-yl)amino)-1-methylpiperidin-3-ol OC1=C(C=CC=2SC=CC21)C2=C(N=C(N=N2)N[C@H]2[C@@H](CN(CC2)C)O)C